2-(dimethylamino)ethoxyl-3-(trifluoromethyl)benzoate CN(CCOC1=C(C(=O)[O-])C=CC=C1C(F)(F)F)C